(E)-dec-2-enoic acid 4-hydroxybutyl-(E)-dec-2-enoate OCCCCOC(\C=C\CCCCCCC)=O.C(\C=C\CCCCCCC)(=O)O